(R)-N-cyclobutyl-5-(2-(5-fluoro-1-methyl-2-oxo-1,2-dihydropyridin-3-yl)pyrrolidin-1-yl)pyrazolo[1,5-a]pyrimidine-3-carboxamide C1(CCC1)NC(=O)C=1C=NN2C1N=C(C=C2)N2[C@H](CCC2)C=2C(N(C=C(C2)F)C)=O